NC1=NC=CC=C1C1=NC=2C(=NC(=CC2)N2N=CC=C2)N1C=1C=C2CC[C@@H](C2=CC1)NC(C1=C(C=CC=C1)NC(C(=C)OC)=O)=O (S)-N-(5-(2-(2-aminopyridin-3-yl)-5-(1H-pyrazol-1-yl)-3H-imidazo[4,5-b]pyridin-3-yl)-2,3-dihydro-1H-inden-1-yl)-2-(2-methoxyacrylamido)benzamide